1-mesityl-1H-imidazole C1(=C(C(=CC(=C1)C)C)N1C=NC=C1)C